IC1=C(C=C(C=C1C)Cl)C 2-iodo-5-chloro-1,3-dimethylbenzene